F[C@H]1C[C@H]2[C@@H]3C[C@H]([C@H](C(C(=O)O)=O)[C@]3(C[C@@H]([C@@H]2[C@]2(C=CC(C=C12)=O)C)O)C)C 6α-fluoro-11β,21-dihydroxy-16α-methylpregna-1,4-diene-3,20,21-trione